1-[(1R)-2-hydroxy-1-methylethyl]-2-oxo-1,2-dihydropyridine-3-carboxamide OC[C@@H](C)N1C(C(=CC=C1)C(=O)N)=O